5-hydroxy-6-oxo-6,7,8,9-tetrahydro-5H-cyclopenta[c][1,5]naphthyridine-3-carboxylic acid methyl ester COC(=O)C1=CN=C2C3=C(C(N(C2=C1)O)=O)CCC3